8-(4-(cyclopropylcarbamoyl)phenyl)-2-(4-(benzyloxy)phenyl)-5,7-dimethyloxy-4H-chromen-4-one C1(CC1)NC(=O)C1=CC=C(C=C1)C=1C(=CC(=C2C(C=C(OC12)C1=CC=C(C=C1)OCC1=CC=CC=C1)=O)OC)OC